N-[(1H-benzimidazol-2-yl)methyl]-6-cyclopropyl-1-(1-methylpiperidin-4-yl)-1H-pyrazolo[3,4-b]pyrazin-3-amine N1C(=NC2=C1C=CC=C2)CNC2=NN(C1=NC(=CN=C12)C1CC1)C1CCN(CC1)C